COCC12OCC(C1)(C2)C(=O)OC(C)(C)C tert-butyl 1-(methoxymethyl)-2-oxabicyclo[2.1.1]hexane-4-carboxylate